COC(C1=C(C=C(C=C1)C=1OC(=NN1)C)Br)=O 2-bromo-4-(5-methyl-1,3,4-oxadiazol-2-yl)benzoic acid methyl ester